(Z)-11-hexadecenal C(CCCCCCCCC\C=C/CCCC)=O